6-((5-Chloro-3-(2,2,2-trifluoroethoxy)pyridin-2-yl)oxy)-3-methylimidazo[1,2-a]pyridine-2-carboxylic acid ClC=1C=C(C(=NC1)OC=1C=CC=2N(C1)C(=C(N2)C(=O)O)C)OCC(F)(F)F